3-(5-chloro-2-(trifluoromethoxy)phenyl)-2-iminothiazolidin-4-one ClC=1C=CC(=C(C1)N1C(SCC1=O)=N)OC(F)(F)F